ClC=1C=CC(=C(C1)C1=CC=C2C(=CN=NC2=C1)NCC1=C(C=C(C=C1)OC)OC)OCCC1COCC1 7-[5-CHLORO-2-[2-(OXOLAN-3-YL)ETHOXY]PHENYL]-N-[(2,4-DIMETHOXYPHENYL)METHYL]CINNOLIN-4-AMINE